methyl 4-amino-2-bromo-5-fluorobenzoate NC1=CC(=C(C(=O)OC)C=C1F)Br